CCC(CC)C1=C(C=CC=C1)O 2-(pent-3-yl)phenol